(2-methoxy-3-methylphenyl)(2-methyl-3-phenyl-2,4,5,7-tetrahydro-6H-pyrazolo[3,4-c]pyridin-6-yl)methanone COC1=C(C=CC=C1C)C(=O)N1CC=2C(CC1)=C(N(N2)C)C2=CC=CC=C2